C1(CCCCC1)C(=O)N1CCN(CC1)C(CCC=1NC(C2=CC(=CC(=C2C1)C)F)=O)=O 3-(3-(4-(cyclohexanecarbonyl)piperazin-1-yl)-3-oxopropyl)-7-fluoro-5-methylisoquinolin-1(2H)-one